2-(3-chlorophenyl)-1-phenylethyl (3-cyclohexyl-1-((4-(cyclopropylamino)-3,4-dioxo-1-(2-oxopyrrolidin-3-yl)butan-2-yl)amino)-1-oxopropan-2-yl)carbamate C1(CCCCC1)CC(C(=O)NC(CC1C(NCC1)=O)C(C(=O)NC1CC1)=O)NC(OC(CC1=CC(=CC=C1)Cl)C1=CC=CC=C1)=O